(1R,5S,8s)-3-(5-((3-fluorophenyl)ethynyl)-2,3-dihydro-1H-inden-1-yl)-3-azabicyclo[3.2.1]octane-8-carboxylic acid FC=1C=C(C=CC1)C#CC=1C=C2CCC(C2=CC1)N1C[C@@H]2CC[C@H](C1)C2C(=O)O